O=C1N(CC2=CC(=CC=C12)C1=NC=CC(=C1)CN1CCC(CC1)OC1=CC=CC=C1)C1C(NC(CC1)=O)=O 3-(1-oxo-5-(4-((4-phenoxypiperidin-1-yl)methyl)pyridin-2-yl)isoindolin-2-yl)piperidine-2,6-dione